COC1=C(C(=C(C(=C1OC)OC)OC)OC)OC 1,3,5-trimethoxy-2,4,6-trimethyloxybenzene